ClC1=C(C(=O)N(CC=2OC=CC2)CC2=C(C=CC(=C2)Cl)NCC)C=CC=C1 2-chloro-N-(5-chloro-2-(ethylamino)benzyl)-N-(furan-2-ylmethyl)benzamide